S1C=NC(=C1)C1(CC1)NC(C1=CC=C(C(=O)N)C=C1)=O N4-(1-(thiazol-4-yl)cyclopropyl)terephthalamide